2-[4-(4-Aminopiperidin-1-yl)-2-(dimethylamino)-5-(3-fluoro-5-methylphenyl)pyridin-3-yl]-4-methoxy-1H-1,3-benzodiazol-6-carbonitril NC1CCN(CC1)C1=C(C(=NC=C1C1=CC(=CC(=C1)C)F)N(C)C)C1=NC2=C(N1)C=C(C=C2OC)C#N